3-(4-bromo-1-oxo-3H-isoindol-2-yl)piperidine-2,6-dione BrC1=C2CN(C(C2=CC=C1)=O)C1C(NC(CC1)=O)=O